bromo-4-hydroxy-5',6-dimethyl-2H-[1,4'-bipyridin]-2-one BrC=1C(N(C(=CC1O)C)C1=CC=NC=C1C)=O